triphenylbenzylphosphorus bromide C1(=CC=CC=C1)P(CC1=CC=CC=C1)(C1=CC=CC=C1)(C1=CC=CC=C1)Br